N1(CCC1)CC1=C(/C=N/O)C(=CC=C1F)Cl (E)-2-(azetidin-1-ylmethyl)-6-chloro-3-fluorobenzaldehyde oxime